C1(=CC=CC=C1)C1=NN=C(N1C1=CC=CC=C1)S 3,4-diphenyl-5-mercapto-1,2,4-triazole